(2R)-N-(3-{2-[(3-ethoxy-1-methyl-1H-pyrazol-4-yl)amino]-5-fluoropyrimidin-4-yl}-1H-indol-7-yl)-2-(4-methylpiperazin-1-yl)propanamide C(C)OC1=NN(C=C1NC1=NC=C(C(=N1)C1=CNC2=C(C=CC=C12)NC([C@@H](C)N1CCN(CC1)C)=O)F)C